CN(C1=CC=C(C=C1)C=CC=C)C 4-dimethylaminophenyl-1,3-butadiene